tert-butyl (2-(2-(2-(2-hydroxyethoxy)-ethoxy)ethoxy)ethyl)carbamate OCCOCCOCCOCCNC(OC(C)(C)C)=O